BrC=1C=CC2=C(N=NN(C2=O)CCNC(C2=C(C=CC=C2)C(F)(F)F)=O)C1 N-(2-(7-bromo-4-oxobenzo[d][1,2,3]triazin-3(4H)-yl)ethyl)-2-(trifluoromethyl)benzamide